2,3-dichloro-N-[2,4-difluoro-3-[(2-methylsulfanylthiazolo[5,4-d]pyrimidin-7-yl)amino]phenyl]benzenesulfonamide ClC1=C(C=CC=C1Cl)S(=O)(=O)NC1=C(C(=C(C=C1)F)NC=1C2=C(N=CN1)SC(=N2)SC)F